BrC=1C=C(C(=O)O)C=C(C1)C=C(Cl)Cl 3-bromo-5-(2,2-dichlorovinyl)benzoic acid